(isoindolin-4-yl)-N-methyl-acrylamide TFA salt OC(=O)C(F)(F)F.C1NCC2=C(C=CC=C12)C(C(=O)NC)=C